BrC=1C=C(C(=NC1)N1CCC(CC1)(F)F)C(=O)NC1=CC(=NC=C1)S(=O)(=O)N(C(OC(C)(C)C)=O)C(C)(C)C tert-butyl N-([4-[5-bromo-2-(4,4-difluoropiperidin-1-yl) pyridin-3-amido] pyridin-2-yl] sulfonyl)-N-t-butylcarbamate